FC(C(=O)O)(F)F.C(C)C=1C=2N(N=C(C1)NC(=O)C=1C=CC(=C3C=CN=NC13)N1CCNCC1)C=C(N2)C N-{8-ethyl-2-methylimidazo[1,2-b]pyridazin-6-yl}-5-(piperazin-1-yl)cinnoline-8-carboxamide trifluoroacetate